ClC=1C(=NC=CC1)O[C@@H]1CN(CC1)C1=C(C(=O)N)C=C(C=C1)C(C1=CC=CC=C1)O 2-((S)-3-(3-chloropyridin-2-yloxy)pyrrolidin-1-yl)-5-(hydroxy(phenyl)methyl)benzamide